6-(6-methoxypyridin-3-yl)pyrazine COC1=CC=C(C=N1)C1=CN=CC=N1